(3-(3,5-dimethoxyphenyl)-7-(pentylamino)-1,8-naphthyridin-2-yl)-3,3-dimethylbutanamide COC=1C=C(C=C(C1)OC)C=1C(=NC2=NC(=CC=C2C1)NCCCCC)C(C(=O)N)C(C)(C)C